Diphenyl ether boron difluoride [B](F)F.C1(=CC=CC=C1)OC1=CC=CC=C1